O=C1N(C=CC2=CC=CC=C12)C1=CC2=C(N=CS2)C=C1C(=O)[O-] 6-(1-oxo-2-isoquinolinyl)-1,3-benzothiazole-5-carboxylate